ClC1=CC=C2CCCC2=C1 6-chloro-2,3-dihydro-1H-inden